CC1=C(C2=CC=CC=C2C=C1)SSC1=C(C=CC2=CC=CC=C12)C bis(2-methylnaphthyl) disulfide